ClC1=C(C=CC=C1NC1=NC=CC(=C1F)CN1CC(C1)CO)C1=NC=CC(=C1F)C1=NC(=C(C=C1)CNCC1CCC(N1)=O)OC 5-((((2'-(2-chloro-3-((3-fluoro-4-((3-(hydroxymethyl)azetidin-1-yl)methyl)pyridin-2-yl)amino)phenyl)-3'-fluoro-6-methoxy-[2,4'-bipyridin]-5-yl)methyl)amino)methyl)pyrrolidin-2-one